NC([C@H](CCC(=O)OC(C)(C)C)N1C(C2=CC=CC(=C2C1=O)NC1=C(C=C2CCC(N(C2=C1)C)=O)C1=CN(C(C(=C1)C)=O)C)=O)=O tert-butyl (S)-5-amino-4-(4-((6-(1,5-dimethyl-6-oxo-1,6-dihydropyridin-3-yl)-1-methyl-2-oxo-1,2,3,4-tetrahydroquinolin-7-yl)amino)-1,3-dioxoisoindolin-2-yl)-5-oxopentanoate